[Si](C)(C)(C(C)(C)C)O[C@H]1C[C@H](N(C1)C(=O)OC(C)(C)C)C(=O)OC 1-(tert-butyl) 2-Methyl (2S,4S)-4-((tert-butyldimethylsilyl)oxy)-pyrrolidine-1,2-dicarboxylate